CN1CCC(CC1)C=1SC2=C(N1)C=C(C=C2)[C@@H]2NC[C@H](CC2)C 2-(1-methyl-4-piperidyl)-5-[(2R,5S)-5-methyl-2-piperidyl]-1,3-benzothiazole